perfluorooctanesulfonic acid ammonium salt [NH4+].FC(C(C(C(C(C(C(C(F)(F)F)(F)F)(F)F)(F)F)(F)F)(F)F)(F)F)(S(=O)(=O)[O-])F